Tert-butyl-methyl-carbamic acid C(C)(C)(C)N(C(O)=O)C